(2-Morpholino-5-(trifluoromethyl)thiazol-4-yl)methanol O1CCN(CC1)C=1SC(=C(N1)CO)C(F)(F)F